OC1=CC=C(C=C1)C(=C(CC)C1=CC=C(C=C1)O)C1=CC=C(C=C1)N1CCC(CC1)CN1C2CN(CC1CC2)C=2C=C1C(N(C(C1=CC2F)=O)C2C(NC(CC2)=O)=O)=O 5-(8-((1-(4-(1,2-bis(4-hydroxyphenyl)but-1-en-1-yl)phenyl)piperidin-4-yl)methyl)-3,8-diazabicyclo[3.2.1]octan-3-yl)-2-(2,6-dioxopiperidin-3-yl)-6-fluoroisoindoline-1,3-dione